1-(benzofuran-6-yl)propan-2-one O1C=CC2=C1C=C(C=C2)CC(C)=O